FC1=C(C(=O)NC2=NC(=CC=C2)C(=O)C2CCN(CC2)C)C(=CC(=C1)F)F 2,4,6-trifluoro-N-[6-(1-methylpiperidine-4-carbonyl)pyridine-2-yl]benzamide